tetrahydro-[1,2,3]oxathiazolo[3,4-a]pyrazine-5(3H)-carboxylic acid tert-butyl ester 1-oxide C(C)(C)(C)OC(=O)N1CC2N(CC1)S(OC2)=O